2-(1-(1,2,4-thiadiazol-5-yl)azetidin-3-yl)acetate S1N=CN=C1N1CC(C1)CC(=O)[O-]